ClC=1C(=NC(=CC1)Cl)C#N 3,6-dichloropyridinenitrile